C(C)(C)(C)OC(=O)N1CCNCC(C1)(F)F 6,6-difluoro-1,4-diazepane-1-carboxylic acid tert-butyl ester